1-(6-(2-(piperazin-1-yl)pyrimidin-4-yl)-2,6-diazaspiro[3.3]heptan-2-yl)prop-2-en-1-one N1(CCNCC1)C1=NC=CC(=N1)N1CC2(CN(C2)C(C=C)=O)C1